C(C)(C)(C)OC(=O)NC(C(=O)O)CC(CC)CC 2-(t-butoxycarbonyl)amino-4-ethylhexanoic acid